(1s,4s)-4-((5-bromo-3-(difluoromethoxy)pyridin-2-yl)carbamoyl)-4-(2-isopropylphenyl)cyclohexane-1-carboxylic acid BrC=1C=C(C(=NC1)NC(=O)C1(CCC(CC1)C(=O)O)C1=C(C=CC=C1)C(C)C)OC(F)F